FC(CC=1N=CSC1)(F)F 4-(2,2,2-trifluoroethyl)thiazol